ClC1=C(C(=NC(=N1)S(=O)(=O)C)NC1=NN(C(=C1)C)C1OCCCC1)OC 6-chloro-5-methoxy-N-(5-methyl-1-(tetrahydro-2H-pyran-2-yl)-1H-pyrazol-3-yl)-2-(methylsulfonyl)pyrimidin-4-amine